(12aR)-9-bromo-10-chloro-3,4,12,12a-tetrahydro-6H-pyrazino[2,1-c][1,4]benzooxazepin-2(1H)-carboxylic acid tert-butyl ester C(C)(C)(C)OC(=O)N1C[C@@H]2COC3=C(CN2CC1)C=CC(=C3Cl)Br